6-Bromopicolinic acid BrC1=CC=CC(=N1)C(=O)O